4-(2-hydroxypropan-2-yl)-N-((5-(1-(1-methylpyrrolidin-3-yl)-1H-pyrrolo[2,3-b]pyridin-4-yl)-2,3-dihydro-1H-inden-4-yl)carbamoyl)thiophene-2-sulfonamide OC(C)(C)C=1C=C(SC1)S(=O)(=O)NC(NC1=C2CCCC2=CC=C1C1=C2C(=NC=C1)N(C=C2)C2CN(CC2)C)=O